4-(3,3-difluoro-2,2-dimethyl-propanoyl)-3,5-dihydro-2H-1,4-benzoxazepine-9-carbonitrile FC(C(C(=O)N1CCOC2=C(C1)C=CC=C2C#N)(C)C)F